C(C)C1=CC=C(C=C1)CC=CC=1C=C(C(=O)C2N(CC(N2)=O)C)C=CC1 2-(3-(3-(4-ethylphenyl)prop-1-en-1-yl)benzoyl)-1-methylimidazolidin-4-one